CC1CN(C(COC(C(C(C(CC(C1)C)C)=O)(C)C)=O)CCC=O)CCC 6,8,10,12,12-pentamethyl-11,13-dioxo-3-(3-oxopropyl)-4-propyl-1-oxa-4-azacyclotridecan